C(C)(C)(C)C1=C(C=C(N)C=C1)F 4-(tert-butyl)-3-fluoroaniline